C(#N)C=1C=C(CNC(=O)C2=NC3=CC(=C(C=C3C=C2)F)O)C=CC1 N-(3-cyanobenzyl)-6-fluoro-7-hydroxyquinoline-2-carboxamide